(E)-3-(3-(((4-((dimethylamino)methyl)phenyl)amino)(phenyl)methylene)-2-oxoindolin-6-yl)-N-ethylpropiolamide tertbutyl-4-(aminomethyl)piperidine-1-carboxylate C(C)(C)(C)OC(=O)N1CCC(CC1)CN.CN(C)CC1=CC=C(C=C1)N\C(=C/1\C(NC2=CC(=CC=C12)C#CC(=O)NCC)=O)\C1=CC=CC=C1